2-(2-((tert-butoxycarbonyl)amino)ethyl)-5-methyl-1H-indole-6-carboxylic acid C(C)(C)(C)OC(=O)NCCC=1NC2=CC(=C(C=C2C1)C)C(=O)O